(R)-2-(1-cyclopropyl-2-hydroxy-2-methylpropyl)-7-(2-(2,2,2-trifluoroethoxy)phenyl)isoindolin-1-one C1(CC1)[C@H](C(C)(C)O)N1C(C2=C(C=CC=C2C1)C1=C(C=CC=C1)OCC(F)(F)F)=O